C1=C(C=CC2=CC=CC=C12)[O-] naphthalen-2-olate